C(#N)C1=C(C=CC2=C1CCCCC2=O)C(=O)OC methyl 1-cyano-5-oxo-6,7,8,9-tetrahydro-5H-benzo[7]annulene-2-carboxylate